C(C)(C)(C)S(=O)(=O)C=1C(=CC=2N(C1)C(=CN2)I)OCC(C)O 1-((6-(tert-butylsulfonyl)-3-iodoimidazo[1,2-a]pyridin-7-yl)oxy)propan-2-ol